2-(1-(4-((4-(3-hydroxypropoxy)phenyl)amino)-5-oxo-5,6-dihydropyrimido[4,5-d]pyridazin-2-yl)piperidin-4-yl)acetonitrile OCCCOC1=CC=C(C=C1)NC1=NC(=NC=2C=NNC(C21)=O)N2CCC(CC2)CC#N